C(=O)(O)C1CSCCC1C(=O)O 3,4-dicarboxyl-tetrahydrothiopyran